NCCCCN1C2=C(CCC3=C1C=C(C=C3)Cl)C=C(C=C2)O 5-(4-aminobutyl)-7-chloro-10,11-dihydro-5H-dibenzo[b,f]azepin-2-ol